C(C1=CC=CC=C1)N1C[C@@H](CCC1)NC1=C2C(=NC=C1C(=O)OCC)NC=C2 ethyl (R)-4-((1-benzylpiperidin-3-yl)amino)-1H-pyrrolo[2,3-b]pyridine-5-carboxylate